3-((1-hydroxy-2-methylpropylimino)-methyl)phenyl isobutyrate C(C(C)C)(=O)OC1=CC(=CC=C1)C=NC(C(C)C)O